COC1=CC=C(CC2(NC=CC=C2C=2N=NN(C2)C=2C=CC=C3C=CC(OC23)=O)C(=O)N)C=C1 2-(4-methoxybenzyl)-3-(1-(2-oxo-2H-chromen-8-yl)-1H-1,2,3-triazol-4-yl)picolinamide